FC1=CC=C(C=C1)C1=CN=C(O1)[C@H](C)NCC1=NN2C(=NC=3C(=CC=CC3C2=N1)OC)N |o1:12| (S or R)-2-(((1-(5-(4-fluorophenyl)oxazol-2-yl)ethyl)amino)methyl)-7-methoxy-[1,2,4]triazolo[1,5-c]quinazolin-5-amine